O=C1N(CC2=C1N(C=C2S(=O)(=O)Cl)S(=O)(=O)C2=CC=C(C)C=C2)CCC 6-oxo-5-propyl-1-tosyl-1,4,5,6-tetrahydropyrrolo[3,4-b]pyrrole-3-sulfonyl chloride